ClC1=C(C=C(C=C1)OC)C=1C(=C(C(N(N1)C)=O)C)C=1C=NC=CC1C 6-(2-chloro-5-methoxyphenyl)-2,4-dimethyl-5-(4-methyl-3-pyridinyl)-3(2H)-pyridazinone